CC(C(=O)NC1=C(C(=O)O)C=C(C=C1)C(F)(F)F)=CC1=CC2=CC=CC=C2C=C1 2-(2-methyl-3-(naphthalen-2-yl)acrylamido)-5-trifluoromethylbenzoic acid